C(CCCCC)C(COC(CCCBr)=O)CCCCCCCC 2-Hexyldecyl-4-bromobutyrate